CC1=NNC(C1)=S 3-methyl-1,4-dihydropyrazole-5-thione